CC=1CS(OCC1)(=O)=O 4-methyl-3,6-dihydrooxathiine 2,2-dioxide